(Z)-1-m-methylphenyl-2-hexen-1-ol CC=1C=C(C=CC1)C(\C=C/CCC)O